N1=CC(=CC=C1)S(=O)(=O)N1C(=C(C=C1)C(=O)O)Br (3-pyridylsulfonyl)-2-bromo-1H-pyrrole-3-carboxylic acid